2-(1H-pyrazol-1-yl)ethan-1-amine N1(N=CC=C1)CCN